(R)-8-bromo-7-chloro-3-isopropyl-2-methyl-5-phenyl-2,3,4,5-tetrahydrobenzo[f][1,2,5]thiadiazepine 1,1-dioxide BrC1=CC2=C(N(C[C@H](N(S2(=O)=O)C)C(C)C)C2=CC=CC=C2)C=C1Cl